ClC1=CC=C(C=C1)C1=CC(=NN1)C1CCNCC1 4-[5-(4-Chlorophenyl)-1H-pyrazol-3-yl]piperidine